3-(4-bromo-1H-benzo[d]imidazole-1-yl)phenol BrC1=CC=CC=2N(C=NC21)C=2C=C(C=CC2)O